(1S)-2-chloro-1-(2-chlorothiazole-5-yl)ethylamine ClC[C@H](C1=CN=C(S1)Cl)N